methyl (S)-2-(7-fluoro-3-oxo-6-(perfluorophenyl)spiro[benzo[b][1,4]oxazine-2,1'-cyclopropan]-4(3H)-yl)propanoate FC=1C(=CC2=C(OC3(CC3)C(N2[C@H](C(=O)OC)C)=O)C1)C1=C(C(=C(C(=C1F)F)F)F)F